C[C@]12CC[C@H]3[C@H]([C@@H]1CC[C@@H]2C(=O)NC4=C(C=CC(=C4)C(F)(F)F)C(F)(F)F)CC[C@@H]5[C@@]3(C=CC(=O)N5)C (1S,3aS,3bS,5aR,9aR,9bS,11aS)-N-[2,5-bis(trifluoromethyl)phenyl]-9a,11a-dimethyl-7-oxo-1,2,3,3a,3b,4,5,5a,6,9b,10,11-dodecahydroindeno[5,4-f]quinoline-1-carboxamide